[Cl-].[Cl-].COP(OC)N.C1(CCCCC1)NCC(=O)NC1=C(C(=O)NCC=2C=CC=C3C=NNC23)C=CC=C1 2-[2-(Cyclohexylamino)acetamido]-N-[(1H-indazol-7-yl)methyl]benzamide Dimethyl-phosphoramidite dichloride